2,4,7-trimethyloct-6-en-1-yl 4-oxopentanoate O=C(CCC(=O)OCC(CC(CC=C(C)C)C)C)C